CNC(C1=CC(=CC=C1)C=1N=NC(=CC1)NC1C[C@@H]2[C@@H](CN(C2)C([2H])([2H])[C@H]2OCCCC2)C1)=O N-methyl-3-(6-(((3aR,5s,6aS)-2-(((S)-tetrahydro-2H-pyran-2-yl)methyl-d2)octahydrocyclopenta[c]pyrrol-5-yl)amino)pyridazin-3-yl)benzamide